BrC=1C=C(C=NC1)C1(CC(C1)C)C(=O)OC methyl 1-(5-bromopyridin-3-yl)-3-methylcyclobutane-1-carboxylate